FC1=C(CN2[C@@H](CCC2=O)CC(=O)OC)C=CC=C1F methyl (S)-2-(1-(2,3-difluorobenzyl)-5-oxopyrrolidin-2-yl)acetate